N-[(1S,2S)-2-Hydroxycyclohexyl]-4-(3-fluorobenzyl)-pyrrolo[1,2-b]pyridazin-2-carboxamid O[C@@H]1[C@H](CCCC1)NC(=O)C=1C=C(C=2N(N1)C=CC2)CC2=CC(=CC=C2)F